8-methoxy-3-methylcinnoline COC=1C=CC=C2C=C(N=NC12)C